C(C=C)OC(C)(C(C)(C)OCC=C)C 2,3-bis(allyloxy)-2,3-dimethylbutane